trans-4-[(3-carbamoyl-4-methyl-phenyl)methyl]cyclohexanecarboxylic acid C(N)(=O)C=1C=C(C=CC1C)C[C@@H]1CC[C@H](CC1)C(=O)O